C(C1=CC=CC=C1)OCCCOCCNC1=C(C(=CC=C1)C)[N+](=O)[O-] N-{2-[3-(benzyloxy)propoxy]ethyl}-3-methyl-2-nitroaniline